6-((1-benzylpyrrolidin-3-yl)oxy)-N-(6-chloropyridin-3-yl)isoquinolin-1-amine C(C1=CC=CC=C1)N1CC(CC1)OC=1C=C2C=CN=C(C2=CC1)NC=1C=NC(=CC1)Cl